3-(5-methyl-1,3-thiazol-2-yl)-5-{[(2R,4S)-2-(trifluoromethyl)piperidin-4-yl]oxy}-N-{(1R)-1-[2-(trifluoromethyl)pyrimidin-5-yl]ethyl}benzamide CC1=CN=C(S1)C=1C=C(C(=O)N[C@H](C)C=2C=NC(=NC2)C(F)(F)F)C=C(C1)O[C@@H]1C[C@@H](NCC1)C(F)(F)F